ClC1=C(\C=N\OC(C(=O)OC)(C)C)C=C(C(=C1)F)N1C(N(C(=CC1=O)C(F)(F)F)C)=O methyl 2-{[(E)-{2-chloro-4-fluoro-5-[3-methyl-2,6-dioxo-4-(trifluoromethyl)-3,6-dihydropyrimidin-1(2H)-yl]benzylidene}amino]oxy}-2-methylpropanoate